C1(CC1)[C@H](C1=NC=2N(C=C1)C=C(N2)[C@@H](NC(=O)C=2C(=NOC2)C(F)(F)F)C2CCC(CC2)(F)F)NC(C[C@@H]2C(C2)(F)F)=O |o1:37| N-((S)-(7-((R)-Cyclopropyl(2-((S*)-2,2-difluorocyclopropyl)acetamido)methyl)imidazo[1,2-a]pyrimidin-2-yl)(4,4-difluorocyclohexyl)methyl)-3-(trifluoromethyl)isoxazole-4-carboxamide